FC(O[C@H]1C[C@H](C1)C=1C=NN(C1)C12CC(C1)(C2)C(=O)[O-])(F)F.[K+] potassium 3-{4-[cis-3-(trifluoromethoxy)cyclobutyl]-1H-pyrazol-1-yl}bicyclo[1.1.1]pentane-1-carboxylate